((2S,3r)-2-(((benzyloxy)carbonyl)amino)-3-methylpent-4-en-1-yl)carbamic acid benzyl ester C(C1=CC=CC=C1)OC(NC[C@H]([C@@H](C=C)C)NC(=O)OCC1=CC=CC=C1)=O